N=1C=NN2C1C=CC(=C2)CNC(C)C2=NC=CC=C2F N-([1,2,4]triazolo[1,5-a]pyridin-6-ylmethyl)-1-(3-fluoropyridin-2-yl)ethan-1-amine